4-(4-Cyclopropylpiperazin-1-yl)-N-(3,3-dimethylbutyl)-1H-benzo[d]imidazole-1-carboxamide C1(CC1)N1CCN(CC1)C1=CC=CC=2N(C=NC21)C(=O)NCCC(C)(C)C